NC1=C(C(=NC=N1)N1CC(CC(C1)O)N1C(C(CCC1)NC1=CC(=CC(=C1)Cl)Cl)=O)F 1'-(6-amino-5-fluoropyrimidin-4-yl)-3-(3,5-dichlorophenylamino)-5'-hydroxy-1,3'-bipiperidin-2-one